3-(4-(2,3-dimethylpyridin-4-yl)phenyl)propionic acid CC1=NC=CC(=C1C)C1=CC=C(C=C1)CCC(=O)O